C=12C(=CC(=CC1)C(=O)O)C(=O)OC2=O Benzene-1,2,4-tricarboxylic acid 1,2-anhydride